CN1N=C(C2=CC=C(C=C12)NC[C@@H]1CNCCC1)C1C(NC(CC1)=O)=O 3-(1-methyl-6-((((S)-piperidin-3-yl)methyl)amino)-1H-indazol-3-yl)piperidine-2,6-dione